5-(6-(2,3-difluorophenyl)-5-azaspiro[2.4]heptan-5-yl)-N-((R,E)-4-(methylsulfonyl)but-3-en-2-yl)pyrazine-2-carboxamide FC1=C(C=CC=C1F)C1N(CC2(CC2)C1)C=1N=CC(=NC1)C(=O)N[C@H](C)\C=C\S(=O)(=O)C